([1,1'-biphenyl]-4-yl)boronic acid C1(=CC=C(C=C1)B(O)O)C1=CC=CC=C1